NC1=NC=2C=NC(=CC2C2=C1[C@H](OC2)C)C(=O)N(CC2=NC=C(C=C2)C(F)(F)F)C (3R)-4-amino-N,3-dimethyl-N-((5-(trifluoromethyl)-2-pyridinyl)methyl)-1,3-dihydrofuro[3,4-c][1,7]naphthyridine-8-carboxamide